NC1=NC=C(C=N1)C#CC1=CC=C2CN(C(C2=C1)=O)[C@@H](C(=O)NC=1SC=CN1)C1=C(C=CC(=C1)F)O |r| (2RS)-2-[6-[2-(2-Aminopyrimidin-5-yl)ethynyl]-1-oxo-isoindolin-2-yl]-2-(5-fluoro-2-hydroxyphenyl)-N-thiazol-2-yl-acetamide